(R)-5-(6-chloro-3-((1-(2-(4,4-dimethylpiperidin-1-yl)-3,6-dimethyl-4-oxo-4H-chromen-8-yl)ethyl)amino)pyridin-2-yl)-3-fluoro-2-(4,4,5,5-tetramethyl-1,3,2-dioxaborolan-2-yl)benzaldehyde ClC1=CC=C(C(=N1)C=1C=C(C(=C(C=O)C1)B1OC(C(O1)(C)C)(C)C)F)N[C@H](C)C=1C=C(C=C2C(C(=C(OC12)N1CCC(CC1)(C)C)C)=O)C